N-[5-(6,8-dihydro-5H-imidazo[2,1-c][1,4]oxazin-3-yl)-3-methoxy-pyrazin-2-yl]-5-methyl-3-phenyl-isoxazole-4-carboxamide N=1C=C(N2C1COCC2)C=2N=C(C(=NC2)NC(=O)C=2C(=NOC2C)C2=CC=CC=C2)OC